5-(3-carboxymethylethoxyphenyl)-2-(4-sulfophenyL)-2H-tetrazolium C(=O)(O)CC(C)OC=1C=C(C=CC1)C=1N=NN([NH+]1)C1=CC=C(C=C1)S(=O)(=O)O